FC1=C(C=CC=C1)C1=NC=CC(=C1)C1(NC=NC2=CC(=C(C=C12)N)N1CCOCC1)N 4-(2-(2-fluorophenyl)pyridin-4-yl)-7-morpholinoquinazoline-4,6-diAmine